(2S)-1-[2-[(3R)-3-(7-quinolinylamino)pyrrolidin-1-yl]acetyl]pyrrolidine-2-carbonitrile N1=CC=CC2=CC=C(C=C12)N[C@H]1CN(CC1)CC(=O)N1[C@@H](CCC1)C#N